COC1=CC(C(C=C1OC)=O)=O 4,5-dimethoxy-1,2-benzoquinone